C(C)(C)N1CCN(CC1)C1=CC=C(C=C1)C=1C=C(C2=C(N(C(=N2)C2=CC=C(C=C2)S(=O)(=O)C)C)C1)C=1C=NSC1 4-(6-(4-(4-isopropylpiperazin-1-yl)phenyl)-1-methyl-2-(4-(methylsulfonyl)phenyl)-1H-benzo[d]imidazol-4-yl)isothiazole